Methyl 4-oxo-4-[[(2R,3R,4R)-3,4,5-triacetoxy-tetrahydrofuran-2-yl]methylamino]-butanoate O=C(CCC(=O)OC)NC[C@H]1OC([C@@H]([C@@H]1OC(C)=O)OC(C)=O)OC(C)=O